3-(4-chloro-3-nitro-phenyl)-1-(4-fluorophenyl)-1-methyl-urea ClC1=C(C=C(C=C1)NC(N(C)C1=CC=C(C=C1)F)=O)[N+](=O)[O-]